N1(CCOCC1)C1=CC=C(C=C1)CC(CC)=O 1-(4-morpholinyl-phenyl)butanone